ClC=1C=C2C(=C3C4(NC(NC13)=O)CCCCC4)OC(=C2)CN2CCN(CC2)CCO 5'-chloro-2'-{[4-(2-hydroxyethyl)piperazin-1-yl]methyl}-7',8'-dihydro-6'H-spiro[cyclohexane-1,9'-furo[2,3-f]quinazoline]-7'-one